7-(3,6-dihydro-2H-pyran-4-yl)pyrrolo[2,1-f][1,2,4]triazin-4-amine O1CCC(=CC1)C1=CC=C2C(=NC=NN21)N